4-(4,6,6a,7,9,10-hexahydro-8H-pyrazino[1,2-a]pyrrolo[4,3,2-de]quinolin-8-yl)-1-butanone C1=CC=C2C=3C(CC4N(C13)CCN(C4)CCCC=O)=CN2